2-cyano-3-(4-methoxyphenyl)acrylic acid ethyl ester C(C)OC(C(=CC1=CC=C(C=C1)OC)C#N)=O